2,4,6-trit-butylphenylisocyanide C(C)(C)(C)C1=C(C(=CC(=C1)C(C)(C)C)C(C)(C)C)[N+]#[C-]